(S)-N-((S)-(3-chloro-2,4-difluorophenyl)(2-(2,2,2-trifluoroethoxy)thiazol-5-yl)methyl)-2-oxooxazolidine-5-carboxamide ClC=1C(=C(C=CC1F)[C@H](NC(=O)[C@@H]1CNC(O1)=O)C1=CN=C(S1)OCC(F)(F)F)F